Cl.FC1(CCC(CC1)N(C(OCC1=CC=CC=C1)=O)CC[C@@H]1CNCCC1)F Benzyl (R)-(4,4-difluorocyclohexyl)(2-(piperidin-3-yl)ethyl)carbamate hydrochloride